BrC=1C(=NC=CC1)C(=O)NC(CO)C(C)C 3-Bromo-N-(1-hydroxy-3-methylbutan-2-yl)picolinamide